4-[(2-fluoro-4-sulfamoylphenyl)sulfanylmethyl]Piperidine-1-carboxylic acid tert-butyl ester C(C)(C)(C)OC(=O)N1CCC(CC1)CSC1=C(C=C(C=C1)S(N)(=O)=O)F